N-propyltriethoxysilane CCC[Si](OCC)(OCC)OCC